5-(2,5-Bis(trifluoromethyl)-3H-imidazo[4,5-b]pyridin-3-yl)-1H-indazole FC(C1=NC=2C(=NC(=CC2)C(F)(F)F)N1C=1C=C2C=NNC2=CC1)(F)F